C1(CC1)C=1N=CN(C1)C1N(C(C2=CC=C(C=C2C1)C)=O)C1=NC(=CC=C1)C1=NN=CN1C(C)C (4-cyclopropyl-1H-imidazol-1-yl)-2-(6-(4-isopropyl-4H-1,2,4-triazol-3-yl)pyridin-2-yl)-6-methyl-3,4-dihydroisoquinolin-1(2H)-one